N-[5-[2-methyl-5-[[(2S)-1,3,3-trimethylazetidin-2-yl]methoxy]-4-pyridyl]pyrazolo[1,5-a]pyridin-2-yl]cyclopropanecarboxamide CC1=NC=C(C(=C1)C1=CC=2N(C=C1)N=C(C2)NC(=O)C2CC2)OC[C@H]2N(CC2(C)C)C